N[C@@H](CO)C(=O)O |r| DL-Serine